C(C)(C)(C)N1N=C(C2=CC=CC(=C12)C(C(=O)O)N1CC(C1)OCCCCC[C@H]1NC2=NC=CC=C2CC1)C 2-(1-(tert-butyl)-3-methyl-1H-indazol-7-yl)-2-(3-((5-((R)-1,2,3,4-tetrahydro-1,8-naphthyridin-2-yl)pentyl)oxy)azetidin-1-yl)acetic acid